N-((3R,4S)-4-((7-(2,6-dichloro-3,5-dimethoxyphenyl)-5-(4-hydroxypiperidin-1-yl)-2,6-naphthyridin-3-yl)amino)tetrahydrofuran-3-yl)acrylamide ClC1=C(C(=C(C=C1OC)OC)Cl)C1=NC(=C2C=C(N=CC2=C1)N[C@H]1[C@H](COC1)NC(C=C)=O)N1CCC(CC1)O